ClC1=NC=C(C=C1C(Br)Br)OC 2-chloro-3-(dibromomethyl)-5-methoxypyridine